O=C1NC(CCC1N1C(C2=CC=CC(=C2C1=O)NCCCCCCCCNC(C1=CC=C(C(=O)NC=2SC=C(N2)C2=NC=CC=C2)C=C1)=O)=O)=O N1-(8-((2-(2,6-dioxopiperidin-3-yl)-1,3-dioxoisoindolin-4-yl)amino)octyl)-N4-(4-(pyridin-2-yl)thiazol-2-yl)terephthalamide